1,3,5-benzenetrimethylamine C1(=CC(=CC(=C1)CN)CN)CN